C1=CC=C(C=C1)CN(C(=N)N)I iodobenzylguanidine